FC1=C(C=C2C=C(N=CC2=C1)NC(OC[C@]1(CNCC1)F)=O)C1=C(C2=C(OCCN2)N=C1)C (S)-(3-Fluoropyrrolidin-3-yl)methyl (7-fluoro-6-(8-methyl-2,3-dihydro-1H-pyrido[2,3-b][1,4]oxazin-7-yl)isoquinolin-3-yl)carbamate